(2R)-2-fluoro-2-[[(2S,5R)-2-(cyanomethylcarbamoyl)-3-methyl-7-oxo-1,6-diazabicyclo[3.2.1]oct-3-en-6-yl]oxy]acetic acid ethyl ester C(C)OC([C@H](ON1[C@@H]2C=C([C@H](N(C1=O)C2)C(NCC#N)=O)C)F)=O